BrC=1C=C(C=C(C1)[Si](C)(C)C)C1OCCO1 2-(3-bromo-5-(trimethylsilyl)phenyl)-1,3-dioxolane